OC=1C(=CC(=C2C=CC=NC12)[N+](=O)[O-])C(NC(CC=1C(=NN(C1C)C)C)=O)C=1C=NC(=CC1)C(F)(F)F N-{(8-hydroxy-5-nitroquinolin-7-yl)[6-(trifluoromethyl)pyridin-3-yl]methyl}-2-(1,3,5-trimethyl-1H-pyrazol-4-yl)acetamide